4-Amino-1-(4-chlorophenyl)-7-cyclopropyloxy-2-oxo-1,2-dihydro-1,8-naphthyridine-3-carboxylic acid methyl ester COC(=O)C=1C(N(C2=NC(=CC=C2C1N)OC1CC1)C1=CC=C(C=C1)Cl)=O